5-(2-fluoro-6-hydroxy-3-(1-isopentyl-2,5-dihydro-1H-pyrrol-3-yl)phenyl)-1,2,5-thiadiazolidin-3-one 1,1-dioxide FC1=C(C(=CC=C1C=1CN(CC1)CCC(C)C)O)N1CC(NS1(=O)=O)=O